CC(C=C)=CCCCC 3-methyl-octadien